ClC=1C(=NC=CN1)COC1=CC=CC=C1 (3-chloropyrazin-2-yl)methoxybenzene